[2-(oxoborn-3-ylidenmethyl)benzyl]-acrylamide O=C1C2(CCC(C1=CC1=C(CC(C(=O)N)=C)C=CC=C1)C2(C)C)C